ClC=1C=NN(C1C(=O)NC1=NC=C(C=C1C)C#CC=1SC=CC1)C1C[C@@H]2[C@@H](CN(C2)C(C(C)(C)C)=O)C1 4-chloro-1-[(3aR,5s,6aS)-2-(2,2-dimethylpropanoyl)octahydrocyclopenta[c]pyrrol-5-yl]-N-{3-methyl-5-[(thiophen-2-yl)ethynyl]pyridin-2-yl}-1H-pyrazole-5-carboxamide